2-(5-(2-hydroxyprop-2-yl)-1,3,4-oxadiazol-2-yl)thiazole-4-carboxylic acid OC(C)(C)C1=NN=C(O1)C=1SC=C(N1)C(=O)O